(S)-3-(5-(difluoromethyl)-1,3,4-thiadiazol-2-yl)-N-(1-methylcyclopropyl)-8-(6-oxooctahydro-2H-pyrido[1,2-a]pyrazin-2-yl)imidazo[1,5-a]pyridine-6-sulfonamide FC(C1=NN=C(S1)C1=NC=C2N1C=C(C=C2N2C[C@H]1N(CC2)C(CCC1)=O)S(=O)(=O)NC1(CC1)C)F